C(#N)C(CCC(=O)O)(C)SC(=S)SCCCCCCCCCCCC 4-cyano-4-(dodecyl-sulfanyl-thiocarbonyl)sulfanyl-pentanoic acid